5-(aminomethyl)-2-(4-chloro-3-(trifluoromethyl)phenyl)pyrimidin-4-amine NCC=1C(=NC(=NC1)C1=CC(=C(C=C1)Cl)C(F)(F)F)N